1-ethyl hexanoate C(CCCCC)(=O)OCC